ClC1=CN=C2C(=N1)NN=C2C 6-chloro-3-methyl-1H-pyrazolo[3,4-b]Pyrazine